C1(CC1)N1N=CC(=C1)C1CN(CC(O1)C)C1=CC=2C(=NC=C(N2)C)C(=N1)C1=C(C=C(C=C1)F)F 2-(1-cyclopropyl-1H-pyrazol-4-yl)-4-(5-(2,4-difluorophenyl)-2-methylpyrido[3,4-b]pyrazin-7-yl)-6-methylmorpholine